N-(4-(((R)-1-Hydroxy-4-methylpentan-2-yl)amino)-6-((R)-2-(2,4,5-trifluorophenyl)propyl)-1,3,5-triazin-2-yl)methanesulfonamide OC[C@@H](CC(C)C)NC1=NC(=NC(=N1)C[C@@H](C)C1=C(C=C(C(=C1)F)F)F)NS(=O)(=O)C